ethyl (E)-4-[4-(7-chloro-2-methoxyethoxymethyl-10,11-dihydro-dibenzo[b,f]azepin-5-yl)-butylamino]-but-2-enoate maleate C(\C=C/C(=O)O)(=O)O.ClC1=CC2=C(CCC3=C(N2CCCCNC/C=C/C(=O)OCC)C=CC=C3COCCOC)C=C1